N[C@@H](C(=O)N1CC2=NN(C=C2C1)S(=O)(=O)C=1C=C2C=CC=NC2=CC1)C1=C(C=CC=C1)F (2R)-2-amino-2-(2-fluorophenyl)-1-[2-(quinoline-6-sulfonyl)-4H,6H-pyrrolo[3,4-c]pyrazol-5-yl]ethanone